5,5'-(((2-((bicyclo[2.2.1]hept-5-en-2-ylmethoxy)methyl)-2-methylpropane-1,3-diyl)bis(oxy))bis(methylene))bis(bicyclo[2.2.1]hept-2-ene) C12C(CC(C=C1)C2)COCC(COCC2C1C=CC(C2)C1)(COCC1C2C=CC(C1)C2)C